CC(=O)N[C@@H]1[C@H]([C@@H]([C@H](O[C@H]1O[C@@H]2[C@H](O[C@@H]([C@H]([C@H]2O)O[C@H]3[C@@H]([C@H]([C@@H]([C@H](O3)CO)O)O)NC(=O)C)O[C@H]4[C@@H]([C@H](O[C@H]([C@H]4O)O[C@@H]5[C@H](O[C@H]([C@@H]([C@H]5O)NC(=O)C)O[C@@H]6[C@H](OC([C@@H]([C@H]6O)NC(=O)C)O)CO)CO)CO[C@@H]7[C@H]([C@H]([C@@H]([C@H](O7)CO)O)O)O[C@H]8[C@@H]([C@H]([C@@H]([C@H](O8)CO)O)O)NC(=O)C)O)CO)CO)O)O The molecule is a branched amino octasaccharide consisting of a beta-D-mannosyl-(1->4)-N-acetyl-beta-D-glucosaminyl-(1->4)-N-acetyl-D-glucosamine trisaccharide in which the mannose residue carries N-acetyl-beta-D-glucosaminyl-(1->2)-[N-acetyl-beta-D-glucosaminyl-(1->4)]-alpha-D-mannosyl and N-acetyl-beta-D-glucosaminyl-(1->2)-alpha-D-mannosyl units through (1->3) and (1->6) linkages respectively.